(4'-chlorobiphenyl-4-yl)-2,3-dihydroquinazolin-4(1H)-one ClC1=CC=C(C=C1)C1=CC=C(C=C1)N1CNC(C2=CC=CC=C12)=O